N-[2-(azetidin-1-yl)ethyl]-4-[4-[[3-[4-(difluoromethoxy)phenyl]imidazo[1,2-a]pyrazin-8-yl]amino]-2-methyl-benzoyl]piperazine-1-carboxamide formate C(=O)O.N1(CCC1)CCNC(=O)N1CCN(CC1)C(C1=C(C=C(C=C1)NC=1C=2N(C=CN1)C(=CN2)C2=CC=C(C=C2)OC(F)F)C)=O